2-amino-N-(4,5-dimethylthiazol-2-yl)-4-(methylamino)benzamide NC1=C(C(=O)NC=2SC(=C(N2)C)C)C=CC(=C1)NC